ClC=1C(=C(C=CC1CC(=O)NC1=CC(=NO1)CC(C)(C)C)C=1C(=C(N(N1)C(C)C)NC(OC(C)(C)C)=O)C#N)F tert-Butyl N-[5-[3-chloro-4-[2-[[3-(2,2-dimethylpropyl)isoxazol-5-yl]amino]-2-oxoethyl]-2-fluoro-phenyl]-4-cyano-2-isopropyl-pyrazol-3-yl]carbamate